COC1=NN2C=3CCCN(C3C=NC2=C1)C(=O)OC(C)(C)C tert-butyl 4-methoxy-2,3,7,10-tetrazatricyclo[7.4.0.02,6]trideca-1(9),3,5,7-tetraene-10-carboxylate